sodium (4-(3-(4,4-difluorocyclohexyl)-6,7-difluoro-2-oxoindolin-3-yl) phenyl) boroate B(OC1=CC=C(C=C1)C1(C(NC2=C(C(=CC=C12)F)F)=O)C1CCC(CC1)(F)F)([O-])[O-].[Na+].[Na+]